C(C)N1C=C(C(C2=CC=CC=C12)=O)S(=O)(=O)N1CCC2(C[C@H](CO2)N(C(OC(C)(C)C)=O)C[C@H](COC2=CC(=CC=C2)S(=O)(=O)C)O)CC1 tert-Butyl ((R)-8-((1-Ethyl-4-oxo-1,4-dihydroquinolin-3-yl)sulfonyl)-1-oxa-8-azaspiro[4.5]decan-3-yl)((R)-2-hydroxy-3-(3-(methylsulfonyl)phenoxy)propyl)carbamate